Cl.N1CC(CCC1)C1=CN=C(C=2NC=3CCCCC3C21)C(=O)N 4-(3-piperidinyl)-6,7,8,9-tetrahydro-5H-pyrido[3,4-b]Indole-1-carboxamide hydrochloride